2-hydroxy-3-(4-benzoylphenoxy)-N,N,N-trimethyl-propylammonium chloride monohydrate O.[Cl-].OC(C[N+](C)(C)C)COC1=CC=C(C=C1)C(C1=CC=CC=C1)=O